[Tb+3].C1(=CC=CC=C1)C1=NC=CC=C1.C1(=CC=CC=C1)C1=NC=CC=C1 bis[2-phenylpyridine] terbium (III)